ClC1=CC(=C(O[C@H](C(=O)OC)CC)C=C1)C1=NOCC1OCC methyl (2S)-2-[4-chloro-2-(4-ethoxy-4,5-dihydroisoxazol-3-yl)phenoxy]butanoate